CN(C1=C2C=CC=C(C2=CC=C1)S(=O)(=O)NC(C1=CC(=C(C=C1)N1C(SCC1=O)C1=CC=C(C=C1)F)C)=O)C N-{[5-(dimethylamino)-1-naphthalenyl]sulfonyl}-4-[2-(4-fluorophenyl)-4-oxo-1,3-thiazolidin-3-yl]-3-methylbenzamide